N=1SN=C2C1C=CC=C2NS(=O)(=O)C2=CNC1=NC(=CC=C12)Cl N-(2,1,3-benzothiadiazol-4-yl)-6-chloro-1H-pyrrolo[2,3-b]pyridine-3-sulfonamide